C(C)(=O)OC1=CC=C(C=C1)C para-Tolyl Acetate